(S)-N-(3-(4-(1-hydroxypropyl)-2,6-dimethylphenyl)-1-methyl-2-oxo-1,2-dihydro-1,6-naphthyridin-7-yl)cyclopropanecarboxamide O[C@@H](CC)C1=CC(=C(C(=C1)C)C=1C(N(C2=CC(=NC=C2C1)NC(=O)C1CC1)C)=O)C